2-{5-(6-(1,1'-biphenyl-4-yl)dibenzothiophen-4-yl)-1,1'-biphenyl-3-yl}-4,6-diphenyl-1,3,5-triazine C1(=CC=C(C=C1)C1=CC=CC=2C3=C(SC21)C(=CC=C3)C=3C=C(C=C(C3)C3=CC=CC=C3)C3=NC(=NC(=N3)C3=CC=CC=C3)C3=CC=CC=C3)C3=CC=CC=C3